dimethyl-2-hydroxyethylammonium propanesulfonate C(CC)S(=O)(=O)[O-].C[NH+](CCO)C